BrC1CC(C1)O[Si](C)(C)C(C)(C)C rac-((1r,3r)-3-bromocyclobutoxy)(tert-butyl)dimethylsilane